FC1(CCN(CC1)C1=NC(=CC(=C1)C1=NN=C(O1)C1=C(C=C(C=C1)NS(=O)(=O)CCO)N1CCC2(CC2)CC1)C)F N-(4-(5-(2-(4,4-difluoropiperidin-1-yl)-6-methylpyridin-4-yl)-1,3,4-oxadiazol-2-yl)-3-(6-azaspiro[2.5]octane-6-yl)phenyl)-2-hydroxyethane-1-sulfonamide